C12OCC(C1)(C2)C(=O)ON2C(C1=CC=CC=C1C2=O)=O 1,3-dioxoisoindolin-2-yl 2-oxabicyclo[2.1.1]hexane-4-carboxylate